C(C)(C)C1=C(C(=CC=C1)C(C)C)N1C(N(C=C1)C1=C(C=CC=C1C(C)C)C(C)C)=[Ni] 1,3-bis(2,6-diisopropylphenyl)imidazol-2-ylidenenickel